FC1(OC2=C(O1)C=CC(=C2)/C=C/C(=O)N2CC(N(CC2)C(=O)C2=NC=NC(=C2)C(C)(C)O)C)F (E)-3-(2,2-difluorobenzo[d][1,3]dioxol-5-yl)-1-(4-(6-(2-hydroxypropan-2-yl)pyrimidine-4-carbonyl)-3-methylpiperazin-1-yl)prop-2-en-1-one